(3-Fluoro-4-methoxyphenyl)-3-(5-(4-(5,6,7,8-tetrahydro-1,8-naphthyridin-2-yl)butyl)thiazol-2-yl)propanoic acid FC=1C=C(C=CC1OC)C(C(=O)O)CC=1SC(=CN1)CCCCC1=NC=2NCCCC2C=C1